(R)-N-(benzo[d]thiazol-2-yl)-2-(1-phenyl-3,4-dihydroisoquinolin-2(1H)-yl)acetamide S1C(=NC2=C1C=CC=C2)NC(CN2[C@@H](C1=CC=CC=C1CC2)C2=CC=CC=C2)=O